ClC1=C(C=CC=C1C1=C(C(=NC=C1)C1=CC(=C(C=C1)CNCCO)OC)Cl)NC(C1=NC=C(C=C1)CNCCO)=O N-(2-Chloro-3-(3-chloro-2-(4-(((2-hydroxyethyl)amino)methyl)-3-methoxyphenyl)pyridin-4-yl)phenyl)-5-(((2-hydroxyethyl)amino)methyl)picolinamide